[Br-].C1(CCCC1)C(C(=O)OC1C[N+](CC1)(C)C)(C1=CC=CC=C1)O 3-[(cyclopentylhydroxyphenylacetyl)oxy]-1,1-dimethylpyrrolidinium bromide